CC(C(=O)O)=CC(CCCCCCCC)C 2,4-Dimethyl-2-dodecenoic acid